phenyl (2-fluoro-4-(pyridin-2-yl) phenyl)carbamate FC1=C(C=CC(=C1)C1=NC=CC=C1)NC(OC1=CC=CC=C1)=O